(R)-N-(4-(3-((5-chloro-4-ethoxypyrimidin-2-yl)amino)pyrrolidine-1-carbonyl)-2-(4-methylpiperazin-1-yl)phenyl)acrylamide ClC=1C(=NC(=NC1)N[C@H]1CN(CC1)C(=O)C1=CC(=C(C=C1)NC(C=C)=O)N1CCN(CC1)C)OCC